COC(=O)C=1C=C(C=CC1)CC(=O)Cl 3-(methoxycarbonyl)phenylacetyl chloride